O=C1NC(CC[C@@H]1N1C(C2=CC=CC(=C2C1)OCC1=CC=C(C=O)C=C1)=O)=O (S)-4-(((2-(2,6-dioxopiperidin-3-yl)-1-oxoisoindolin-4-yl)oxy)methyl)benzaldehyde